ClC1=CC=C2C(=CNC2=C1)S(=O)(=O)NC1=NC(=C(C(=N1)OC)CCC(F)F)OC 6-chloro-N-[5-(3,3-difluoropropyl)-4,6-dimethoxy-pyrimidin-2-yl]-1H-indole-3-sulfonamide